N-(4-amino-1H-pyrazolo[4,3-c]pyridin-7-yl)-2-((2R,5S)-5-methyl-2-(2-(1-methylazetidin-3-yl)benzo[d]thiazol-5-yl)piperidin-1-yl)-2-oxoacetamide NC1=NC=C(C2=C1C=NN2)NC(C(=O)N2[C@H](CC[C@@H](C2)C)C=2C=CC1=C(N=C(S1)C1CN(C1)C)C2)=O